[C@@H]12N(C[C@@H](NC1)C2)C(=O)C=2C=C1C(=NNC1=CC2)C2=NC1=C(N2)C=C(C=C1)N1CCOCC1 ((1S,4S)-2,5-diazabicyclo[2.2.1]heptan-2-yl)(3-(6-morpholino-1H-benzo[d]imidazol-2-yl)-1H-indazol-5-yl)methanone